N[C@H](COC1=C(C(=NC=C1)N1CC(N(CC1)C1=NC=C(C=N1)C(F)(F)F)=O)F)C (S)-4-(4-(2-aminopropoxy)-3-fluoropyridin-2-yl)-1-(5-(trifluoromethyl)pyrimidin-2-yl)piperazin-2-one